C(C1=CC=CC=C1)OCCCC=1N(C2=C(C(=NC(=C2)C=2SC(=CC2)C2=CC=CC=C2)N)N1)C 2-(3-(benzyloxy)propyl)-1-methyl-6-(5-phenylthiophen-2-yl)-1H-imidazo[4,5-c]pyridin-4-amine